COC([C@@H](N(Br)C(=O)OCC1C2=CC=CC=C2C2=CC=CC=C12)CO)=O Fmocbromoserine methyl ester